7-(8-methyl-2,3-dihydro-1H-pyrido[2,3-b][1,4]oxazin-7-yl)-N-(2-((methylsulfonyl)methyl)pyridin-4-yl)-5,6,7,8-tetrahydropyrido[3,4-d]pyrimidin-2-amine CC1=C(C=NC=2OCCNC21)N2CC=1N=C(N=CC1CC2)NC2=CC(=NC=C2)CS(=O)(=O)C